6,7-dimethoxy-9-(6-(3-methylpiperidin-1-yl)pyridin-3-yl)naphtho[2,3-c]furan-1(3H)-one COC1=CC2=CC3=C(C(OC3)=O)C(=C2C=C1OC)C=1C=NC(=CC1)N1CC(CCC1)C